NC(C(=O)O)CC1=CNC2=CC=C(C=C12)I 2-amino-3-(5-iodo-1H-indol-3-yl)propionic acid